(S)-1-{[3-(difluoromethyl)-5-(1H-pyrrolo[2,3-b]pyridin-3-yl)pyridin-2-yl]oxy}-2,4-dimethylpentane-2-amine formate salt C(=O)O.FC(C=1C(=NC=C(C1)C1=CNC2=NC=CC=C21)OC[C@](CC(C)C)(N)C)F